N'-((4-fluoro-2,6-diisopropyl-phenyl)carbamoyl)-6,7-dihydro-5H-pyrrolo[1,2-a]imidazole-3-sulfonimidamide FC1=CC(=C(C(=C1)C(C)C)NC(=O)N=S(=O)(N)C1=CN=C2N1CCC2)C(C)C